ClC=1C=CC=2N(C1)C(=CN2)C2=NC=CC(=N2)N2CC1(CNC1)CCC2 6-(2-(6-Chloroimidazo[1,2-a]pyridin-3-yl)pyrimidin-4-yl)-2,6-diazaspiro[3.5]nonane